(S)-N-((R)-1-(4-carbamimidoylthiophen-2-yl)ethyl)-7-((5-(4-fluorophenyl)picolinoyl)glycyl)-1,4-dioxa-7-azaspiro[4.4]nonane-8-carboxamide C(N)(=N)C=1C=C(SC1)[C@@H](C)NC(=O)[C@H]1N(CC2(OCCO2)C1)C(CNC(C1=NC=C(C=C1)C1=CC=C(C=C1)F)=O)=O